CS(=O)(=O)C1=CC=C(C=C1)C1=CC=C(C=C1)CSC1=C(N=NN1)C(=O)O 5-(((4'-(methylsulfonyl)-[1,1'-biphenyl]-4-yl)methyl)thio)-1H-1,2,3-triazole-4-carboxylic acid